C(CCCCCCCCC)(=O)O.C(CCCCCCCCC)(=O)O.C1(=CC=CC=C1)[Bi](C1=CC=CC=C1)C1=CC=CC=C1 triphenylbismuth didecanoate